4-(4,5-Dihydrofuran-2-yl)-6-fluoro-2,3-Dihydrobenzofuran-7-carbonitrile O1C(=CCC1)C1=CC(=C(C2=C1CCO2)C#N)F